C(CCCCCCCCCCCCCCC)(=O)N(CCOP(=O)(O)O)C(CCCCCCCCCCCCCCC)=O Dipalmitoyl-Phosphoethanolamin